(6Ar,10aR)-3-(1-hexylcyclopropyl)-6,6,9-trimethyl-6a,7,10,10a-tetrahydrobenzo[c]chromen-1-ol C(CCCCC)C1(CC1)C=1C=C(C=2[C@H]3[C@H](C(OC2C1)(C)C)CC=C(C3)C)O